C1(CC1)N1C(N2C(C=C1C(F)(F)F)=NC(=C2)C2=NC=C(C=C2S(=O)(=O)CC)N=S(=O)(C)C)=O 6-cyclopropyl-2-[5-[[dimethyl(oxo)-λ6-sulfanylidene]amino]-3-ethyl-sulfonyl-2-pyridyl]-7-(trifluoromethyl)imidazo[1,2-c]pyrimidin-5-one